C(C)OC(C(C)(C)OC1=CC=C(C=C1)SSC1=CC=C(OC(C(=O)OCC)(C)C)C=C1)=O ethyl 2-[4-({4-[(1-ethoxy-2-methyl-1-oxopropan-2-yl) oxy]phenyl} disulfanyl) phenoxy]-2-methylpropanoate